ClC1=CC(=C(CN2C(C3=CC=CC(=C3C2C2=CC=C(C=C2)Cl)F)=O)C=C1)S(=O)(=O)C 2-(4-chloro-2-(methanesulfonyl)benzyl)-3-(4-chlorophenyl)-4-fluoroisoindolin-1-one